2-(3-(((1S,2R,3R,5S,6R)-2-fluoro-6-methoxy-8-azabicyclo[3.2.1]octan-3-yl)oxy)-1,2,4-triazin-6-yl)-5-(1H-imidazol-1-yl)phenol F[C@@H]1[C@@H]2C[C@H]([C@H](C[C@H]1OC=1N=NC(=CN1)C1=C(C=C(C=C1)N1C=NC=C1)O)N2)OC